zinc 2-ethylcaproate C(C)C(C(=O)[O-])CCCC.[Zn+2].C(C)C(C(=O)[O-])CCCC